ammonia diacetate C(C)(=O)O.C(C)(=O)O.N